C(C)C=1C(NC=2C=C(C=NC2C1)CN1C[C@H]2N(C3=C(N(C2)C)N=C(C=C3)C(=O)NC)CC1)=O |r| (±)-3-((7-Ethyl-6-oxo-5,6-dihydro-1,5-naphthyridin-3-yl)methyl)-N,6-dimethyl-2,3,4,4a,5,6-Hexahydro-1H-pyrazino[1,2-a]pyrido[2,3-e]pyrazine-8-carboxamide